Cl.[Bi]1=CC=CC=C1 Bismin hydrochloride